C1(CCC1)C1=C(C(=O)NCC)C=CC(=C1)C 2-cyclobutyl-N-ethyl-4-methylbenzamide